C1(CC1)C(C1CC1)NCCCCCCCSC1=C2CN(C(C2=CC=C1)=O)C1C(NC(CC1)=O)=O 3-(4-((7-((dicyclopropylmethyl)amino)hept-yl)thio)-1-oxoisoindolin-2-yl)piperidine-2,6-dione